FC1=C(C=CC(=C1)F)[C@H](C)NC(CC=1C(NC2=CC=NC(=C2C1)F)=O)=O N-[(1S)-1-(2,4-difluorophenyl)ethyl]-2-(5-fluoro-2-oxo-1H-1,6-naphthyridin-3-yl)acetamide